(Z)-S-(2-(N-((4-amino-2-methylpyrimidin-5-yl)methyl)formamido)-5-hydroxypent-2-en-3-yl) 2-(2-chlorophenoxy)-6-fluorobenzothioate ClC1=C(OC2=C(C(S\C(=C(\C)/N(C=O)CC=3C(=NC(=NC3)C)N)\CCO)=O)C(=CC=C2)F)C=CC=C1